BrC1=CC2=C(NC(=N2)Cl)C=C1 5-bromo-2-chloro-1H-1,3-benzodiazole